3-Amino-N-ethyl-3-(hydroxyimino)-N-(2-methoxyphenyl)propanamide NC(CC(=O)N(C1=C(C=CC=C1)OC)CC)=NO